C(C1=CC=CC=C1)ON1C(C2=CC(=C(C=C2C1)C(=O)O)OCC)=O 2-(benzyloxy)-6-ethoxy-1-oxoisoindoline-5-carboxylic acid